4-(2-(4-acrylamido-2-fluorophenyl)-4-amino-7-cyano-1-methyl-1H-pyrrolo[3,2-c]pyridin-3-yl)-N-cyclopropyl-2-methoxybenzamide C(C=C)(=O)NC1=CC(=C(C=C1)C1=C(C=2C(=NC=C(C2N1C)C#N)N)C1=CC(=C(C(=O)NC2CC2)C=C1)OC)F